C(C)OC(C(CC(C(C)(C)C)=O)C(C)=O)=O 2-Acetyl-5,5-dimethyl-4-oxohexanoic acid ethyl ester